ClP(C1=CC=CC=C1)(C1=CC=CC=C1)(C1=CC=CC=C1)COC chloro(methoxymethyl)triphenyl-λ5-phosphine